C1(CC1)CN1C(=CC2=CC=CC(=C12)CC1CCNCC1)C1=NC2=C(N1C)C(=CC(=C2)C(=O)N2[C@@H]1CC[C@H](C2)[C@H]1N)OC (1R,4R,7R)-2-{2-[1-(cyclopropylmethyl)-7-[(piperidin-4-yl)methyl]-1H-indol-2-yl]-7-methoxy-1-methyl-1H-1,3-benzodiazole-5-carbonyl}-2-azabicyclo[2.2.1]heptan-7-amine